S(=O)(=O)(O)C1=CC=C(C2=CC=CC=C12)C1=CC=C(C=C1C(=O)[O-])C(=O)[O-] 4-sulfonaphthaleneisophthalate